O=C1NC(CCC1C1=CC=C(C=C1)N1CCC(CC1)CN[C@H]1[C@H](CCC1)NC(OC(C)(C)C)=O)=O tert-butyl ((1S,2R)-2-(((1-(4-(2,6-dioxopiperidin-3-yl)phenyl)piperidin-4-yl)methyl)amino)cyclopentyl)carbamate